C(C)(C)(C)OC(=O)N1C(C2=CC=C(C=C2CC1)Br)=O 6-bromo-1-oxo-3,4-dihydroisoquinoline-2(1H)-carboxylic acid tert-butyl ester